3-(1-oxo-5-(((S)-pyrrolidin-3-yl)oxy)isoindolin-2-yl)piperidine-2,6-dion O=C1N(CC2=CC(=CC=C12)O[C@@H]1CNCC1)C1C(NC(CC1)=O)=O